2-(3,5-Dichloro-4-((5-cyclopropyl-6-oxo-1,6-dihydropyridazin-3-yl)oxy)phenyl)-3,5-dioxo-2,3,4,5-tetrahydro-1,2,4-triazine ClC=1C=C(C=C(C1OC1=NNC(C(=C1)C1CC1)=O)Cl)N1N=CC(NC1=O)=O